4-amino-2,5-dichlorobenzonitrile NC1=CC(=C(C#N)C=C1Cl)Cl